NC1=NC=CC(=C1Cl)SC1=CN=C(N=N1)N1CCC2(CC1)[C@@H](C=1C(=NC=CC1)C2)N (S)-1'-(6-((2-amino-3-chloropyridin-4-yl)thio)-1,2,4-triazin-3-yl)-5,7-dihydrospiro[cyclopenta[b]pyridin-6,4'-piperidin]-5-amine